(S)-3-chloro-N1-{2-methyl-4-(1,2,2,2-tetrafluoro-1-(trifluoromethyl)ethyl)Phenyl}-N2-(1-methyl-2-methylsulfonylethyl)phthalamide ClC1=C(C(C(=O)NC2=C(C=C(C=C2)C(C(F)(F)F)(C(F)(F)F)F)C)=CC=C1)C(=O)N[C@H](CS(=O)(=O)C)C